6-(4-amino-3-fluorophenyl)-1-methylPyridin-2-one NC1=C(C=C(C=C1)C1=CC=CC(N1C)=O)F